C1(=CC=CC=C1)N1C(NC2=C1C=CC=C2)=O 1-phenyl-1H-benzo[d]imidazol-2(3H)-one